ClC1=CC=C(C=C1)C(NC(=O)[C@]1(NC(NC1=O)=O)C)C1=CC=C(C=C1)Cl (R)-N-(bis(4-chlorophenyl)methyl)-4-methyl-2,5-dioxoimidazolidine-4-carboxamide